[Si](C)(C)(C(C)(C)C)OCC1=C(N=NN1C)C=1N=NC(=CC1)C(F)(F)F 3-(5-(((tert-butyldimethylsilyl)oxy)methyl)-1-methyl-1H-1,2,3-triazol-4-yl)6-(trifluoromethyl)pyridazine